sulfur lead zinc sulfide [S-2].[Zn+2].[Pb+2].[S+2].[S-2].[S-2]